O-(cis-3-(2-(5,6,7,8-tetrahydro-1,8-naphthyridin-2-yl)ethyl)cyclobutyl)-N-(2,4,6-trimethylpyrimidine-5-carbonyl)homoserine tert-butyl-(3,5-difluoro-4-hydroxy-2-methylbenzyl)carbamate C(C)(C)(C)N(C(O)=O)CC1=C(C(=C(C(=C1)F)O)F)C.N1=C(C=CC=2CCCNC12)CC[C@H]1C[C@H](C1)OCC[C@H](NC(=O)C=1C(=NC(=NC1C)C)C)C(=O)O